N1(CCNCC1)C1=NC=NC=2CC(CCC12)C1=C(C=CC(=N1)N)C(F)(F)F 6-(4-piperazin-1-yl-5,6,7,8-tetrahydroquinazolin-7-yl)-5-(trifluoromethyl)pyridin-2-amine